FC1=C(C(=CC=2NN=NC21)C(=O)O)NC2=C(C=C(C=C2)I)F 4-fluoro-5-[(2-fluoro-4-iodophenyl)amino]-1H-benzotriazole-6-carboxylic acid